(3S)-N-(3-[2-[(3S)-3-amino-3-methylpyrrolidin-1-yl]-6-(morpholin-4-yl)pyridin-4-yl]-4-methylphenyl)-3-(2,2,2-trifluoroethyl)pyrrolidine-1-carboxamide N[C@@]1(CN(CC1)C1=NC(=CC(=C1)C=1C=C(C=CC1C)NC(=O)N1C[C@@H](CC1)CC(F)(F)F)N1CCOCC1)C